ClC=1C=C(C=NC1)C=1N=CC=C2C(=C(C=NC12)C(=O)NN1CCOC2=C1C=CC=C2)N2CCOCC2 8-(5-chloro-3-pyridinyl)-N-(2,3-dihydro-1,4-benzoxazin-4-yl)-4-morpholino-1,7-naphthyridine-3-carboxamide